3-methoxycarbonylbenzyl bromide COC(=O)C=1C=C(CBr)C=CC1